Cl.COC(C(C1=CC=CC=C1)N[C@@H]1CC2=CC=CC(=C2CC1)OC)=O 2-(((S)-5-methoxy-1,2,3,4-tetrahydronaphthalen-2-yl)amino)-2-phenylacetic acid methyl ester hydrochloride